ClC1=C(C(=CC(=C1)C)F)COC1=NC=2CN(CCC2C=C1C)CC1=NC2=C(N1C[C@H]1OCC1)C=C(C=C2)C(=O)O 2-({2-[(2-chloro-6-fluoro-4-methylphenyl)methoxy]-3-methyl-5,6,7,8-tetrahydro-1,7-naphthyridin-7-yl}methyl)-1-{[(2S)-oxetan-2-yl]methyl}-1H-1,3-benzodiazole-6-carboxylic acid